(2S,3R,5R)-3-(2-chloro-4-(trifluoromethoxy)phenyl)-N-(6-((R)-1,2-dihydroxyethyl)pyridin-3-yl)-5-methyl-5-(trifluoromethyl)tetrahydrofuran-2-carboxamide ClC1=C(C=CC(=C1)OC(F)(F)F)[C@@H]1[C@H](O[C@](C1)(C(F)(F)F)C)C(=O)NC=1C=NC(=CC1)[C@H](CO)O